CO[Si](OC)(OC)CCCNCCC[Si](OC)(OC)OC bis-[trimethoxysilylpropyl]amine